C=1(C(=CC(=C(C1)N)N)N)N 1,2,4,5-Benzentetraamin